COC1=NC(=NC(=C1C(=O)O)OC)C 4,6-dimethoxy-2-methylpyrimidine-5-carboxylic acid